[Cl-].C(=C)C1=CC=C(CCCCCP(CCCC)CCCC)C=C1 p-vinylbenzyl-tributylphosphine chloride